Cl.C1(=CC=CC=C1)C(C(=O)N)(CCN1CCCCC1)C1=CC=CC=C1 α,α-diphenyl-1-piperidinebutanamide hydrochloride